CN(C1=CC=C(C=CC2=CCN(C=C2)CC)C=C1)C 4-(4-(dimethylamino)styryl)-1-ethylpyridine